C(C)(C)OC(=O)C1=CN(CC(C2=C1NC=1C=CC=CC21)(C)C)C(C2=CC(=C(C=C2)F)F)=O 3-(3,4-difluorobenzoyl)-1,1-dimethyl-1,2,3,6-tetrahydroazepino[4,5-b]indole-5-carboxylic acid isopropyl ester